4-isopropyl-6H-thieno[2,3-d]pyridazin-7-one C(C)(C)C=1C2=C(C(NN1)=O)SC=C2